C(C)(C)(C)OC(=O)N([C@H]1CN(CCC1)C=1C=CC(=NC1)CC(=O)O)CC1CC1 (R)-2-(5-(3-((tert-butoxycarbonyl)(cyclopropylmethyl)amino)piperidin-1-yl)pyridin-2-yl)acetic acid